6-chloro-N-(cyclopropylmethyl)-N-[1-[3-(triazol-2-yl)pyrazin-2-yl]ethyl]-8-(trifluoromethyl)quinazolin-4-amine ClC=1C=C2C(=NC=NC2=C(C1)C(F)(F)F)N(C(C)C1=NC=CN=C1N1N=CC=N1)CC1CC1